N2-methyl-3-((S)-1-phenylethoxy)-N5-((R)-tetrahydrofuran-3-yl)-1H-pyrrole-2,5-dicarboxamide CNC(=O)C=1NC(=CC1O[C@@H](C)C1=CC=CC=C1)C(=O)N[C@H]1COCC1